FC=1C(=CC2=C(C(NC=3CNC[C@H](C23)N(C(=O)C=2NC3=CC=C(C(=C3C2)F)F)C)=O)C1)F (S)-N-(8,9-Difluoro-6-oxo-1,2,3,4,5,6-hexahydrobenzo[c][1,7]naphthyridin-1-yl)-4,5-difluoro-N-methyl-1H-indole-2-carboxamide